C(=O)[C@@H]1[C@H]([C@]2(CC[C@@H]3C1(CC[C@@H]1[C@@](CCC[C@@]31C)(C(=O)O)C)C2)C)O (4R,4aS,7S,8R,9S,11aS,11bS)-7-formyl-8-hydroxy-4,9,11b-trimethyltetradecahydro-6a,9-methanocyclohepta[a]naphthalene-4-carboxylic acid